dicycloheptyl succinate C(CCC(=O)OC1CCCCCC1)(=O)OC1CCCCCC1